C1(CC=CC1)OC=1NCC(=CN1)C1=C(C=CC=C1Cl)Cl 2-(cyclopent-3-en-1-yloxy)-5-(2,6-dichlorophenyl)-6H-pyrimidine